2-(2-(2-chlorophenoxy)-5-hydroxy-8-chloro-1,7-naphthyridine-6-carboxamido)acetic acid ClC1=C(OC2=NC3=C(N=C(C(=C3C=C2)O)C(=O)NCC(=O)O)Cl)C=CC=C1